ClCCC(=C(C1=CC=C(C=C1)O)C1=CC=C(OCCNC(CCCCSC2=C3C(N(C(C3=CC=C2)=O)C2C(NC(CC2)=O)=O)=O)=O)C=C1)C1=CC=CC=C1 N-(2-(4-(4-chloro-1-(4-hydroxyphenyl)-2-phenylbut-1-en-1-yl)phenoxy)ethyl)-5-((2-(2,6-dioxopiperidin-3-yl)-1,3-dioxoisoindolin-4-yl)thio)pentanamide